N-(4-chlorobenzyl)-1,7-diisobutyl-5-oxooctahydro-3aH-3,6-methanopyrrolo[3,2-b]pyridine-3a-carboxamide ClC1=CC=C(CNC(=O)C23NC(C4C(C2N(CC3C4)CC(C)C)CC(C)C)=O)C=C1